dipropyl-dibutyl-phosphorus hydroxide C(CC)P(CCCC)(CCCC)(CCC)O